C1=C(C=CC2=CC=CC=C12)/C(/C#N)=C(/C#N)\C1=CC2=CC=CC=C2C=C1 2,3-bis(naphthalen-2-yl)maleonitrile